[Ru+3].C(C)(C)(C)C1=CC(=NC=C1)C1=NC=CC(=C1)C(C)(C)C [4,4'-di-tert-butyl-(2,2')-bipyridine] ruthenium (III)